2-[6-(difluoromethyl)pyridin-3-yl]-3-fluoro-5-nitrobenzoic acid ethyl ester C(C)OC(C1=C(C(=CC(=C1)[N+](=O)[O-])F)C=1C=NC(=CC1)C(F)F)=O